BrC1=CC=C(C=C1)NC1=C(C=CC=C1)N (4-bromophenyl)-1,2-phenylenediamine